FC(C(=O)O)(F)F.CC=1C(=NC=NC1)N1C[C@@H](NCC1)C (S)-5-methyl-4-(3-methylpiperazin-1-yl)pyrimidine 2,2,2-trifluoroacetate